6-hydroxystyrene OC1=CC=CC=C1C=C